(2R,3R,4R,5R,6R)-5-acetamido-2-(acetoxymethyl)-6-((6-(benzyloxy)-6-oxohexyl)oxy)tetrahydro-2H-pyran-3,4-diacetic acid C(C)(=O)N[C@@H]1[C@@H]([C@H]([C@@H](O[C@H]1OCCCCCC(=O)OCC1=CC=CC=C1)COC(C)=O)CC(=O)O)CC(=O)O